C(C)(C)N1C=CC=2C1=NC=C(C2)N 1-isopropyl-1H-pyrrolo[2,3-b]pyridin-5-amine